N1(N=CC=C1)CC1(CC(CCC1)(C)C)N1CCOCC1 4-(1-((1H-pyrazol-1-yl)methyl)-3,3-dimethylcyclohexyl)morpholine